C(C)(=O)N1C[C@@H](N(CC1)CC1=CC(=C2CN(C(C2=C1)=O)C1=CC(=CC=C1)C1(COC1)[C@H](C1=NN=CN1C)F)C(F)(F)F)C(C)C 6-(((S)-4-acetyl-2-isopropylpiperazin-1-yl)methyl)-2-(3-(3-((R)-fluoro(4-methyl-4H-1,2,4-triazol-3-yl)methyl)oxetan-3-yl)phenyl)-4-(trifluoromethyl)isoindolin-1-one